2-octyl-1,3-dithiane C(CCCCCCC)C1SCCCS1